2,4-diglycidyloxymethylstyrene C(C1CO1)OCC1=C(C=C)C=CC(=C1)COCC1CO1